CC1(C=CC2=C(C=CC(=C2O1)C3COC4=C(C3=O)C=CC(=C4)O)O)C The molecule is a hydroxyisoflavanone that is 2,3-dihydro-2'H,4H-3,8'-bichromen-4-one substituted by hydroxy groups at positions 5' and 7 and geminal methyl groups at position 2'. Isolated from the roots of Erythrina lysistemon, it exhibits anti-HIV activity. It has a role as a metabolite and an anti-HIV agent. It is a polyphenol and a hydroxyisoflavanone.